C(C)(C)OC(C)(C)C=1N=C(SC1)NC(=O)C=1N(C=CC1)[C@@H](C)C1=CC=NC=C1 (S)-N-(4-(2-isopropoxypropan-2-yl)thiazol-2-yl)-1-(1-(pyridin-4-yl)ethyl)-1H-pyrrole-2-carboxamide